(2S,4R)-N-(2-(1,4-dioxaspiro[4.5]decan-8-yloxy)-4-(4-methylthiazol-5-yl)benzyl)-1-((S)-2-(1-fluorocyclopropanecarboxamido)-3,3-dimethylbutanoyl)-4-hydroxypyrrolidine-2-carboxamide O1CCOC12CCC(CC2)OC2=C(CNC(=O)[C@H]1N(C[C@@H](C1)O)C([C@H](C(C)(C)C)NC(=O)C1(CC1)F)=O)C=CC(=C2)C2=C(N=CS2)C